2-{6,6-difluoro-3-azabicyclo[3.1.0]hex-3-yl}-5-formyl-4-methylpyridine-3-carbonitrile FC1(C2CN(CC12)C1=NC=C(C(=C1C#N)C)C=O)F